CCCCC/C=C\C/C=C\CCCCCCCC(=O)OC[C@H](COP(=O)(O)OC[C@H](CO)O)OC(=O)CCCCCCC/C=C\CCCC 1-(9Z,12Z-octadecadienoyl)-2-(9Z-tetradecenoyl)-glycero-3-phospho-(1'-sn-glycerol)